3-Hydroxypyridinecarbonitrile methyl-(2S)-2-amino-6-{[(tert-butoxy)carbonyl]amino}hexanoate hydrogen chloride Cl.COC([C@H](CCCCNC(=O)OC(C)(C)C)N)=O.OC=1C(=NC=CC1)C#N